(7R)-N-(2-Cyclohexyl-4-((4-(trifluoromethyl)benzyl)amino)phenyl)-7,8-difluorooctanamid C1(CCCCC1)C1=C(C=CC(=C1)NCC1=CC=C(C=C1)C(F)(F)F)NC(CCCCC[C@H](CF)F)=O